tert-Butyl 4-oxo-1,2,3,4-tetrahydro-9H-carbazole-9-carboxylate O=C1CCCC=2N(C3=CC=CC=C3C12)C(=O)OC(C)(C)C